5-(((S)-1-(3-oxo-3-((R)-3-(trifluoromethyl)-6a,7,9,10-tetrahydro-12H-pyrazino[2,1-c]pyrido[2,3-f][1,4]oxazepine-8(6H)-yl)propoxy)prop-2-yl)amino)-4-(trifluoromethyl)pyridazine O=C(CCOC[C@H](C)NC=1C(=CN=NC1)C(F)(F)F)N1C[C@@H]2COC3=C(CN2CC1)N=CC(=C3)C(F)(F)F